(βR,2'R,5'S)-2-(5-ethenyl-5-methyloxolan-2-yl)propanal C(=C)C1(CCC(O1)C(C=O)C)C